C(CC)(=O)OC1=CC=C2C(C=C(OC2=C1OC(CC)=O)C1=CC=CC=C1)=O 4-oxo-2-phenyl-4H-chromene-7,8-diyl dipropionate